6-((6-chloro-2-methyl-2H-indazol-5-yl)amino)-3-(pyrimidin-5-yl)-1-(2,4,5-trifluorobenzyl)-1,3,5-triazine-2,4(1H,3H)-dione ClC=1C(=CC2=CN(N=C2C1)C)NC1=NC(N(C(N1CC1=C(C=C(C(=C1)F)F)F)=O)C=1C=NC=NC1)=O